NC1=CC=C(C=C1)C(=O)N1CCOCCC1 (4-aminophenyl)(1,4-oxazepan-4-yl)-methanone